O[C@H]1CN(CC1)C(CNS(=O)(=O)C1=CC=C2C=CNC2=C1)C1=CN(C2=CC=CC=C12)C N-(2-((R)-3-hydroxypyrrolidin-1-yl)-2-(1-methyl-1H-indol-3-yl)ethyl)-1H-indole-6-sulfonamide